2-(pentan-2-yloxy)imidazo[2,1-f][1,2,4]triazine-4-amine CC(CCC)OC1=NN2C(C(=N1)N)=NC=C2